6-(1-(4-chlorobenzamido)cyclobutyl)-3,4-dihydro-1,5-naphthyridine-1(2H)-carboxylate ClC1=CC=C(C(=O)NC2(CCC2)C=2N=C3CCCN(C3=CC2)C(=O)[O-])C=C1